2,7-dibromospirobifluorene BrC=1C2(C3=CC4=CC(=CC=C4C3=CC1)Br)C=CC=C1C3=CC=CC=C3C=C12